N-(3-fluoro-4-((3-(((1R,2S)-2-(hydroxy-methyl)cyclopentyl)-amino)-1H-pyrazolo-[3,4-b]pyridin-4-yl)-oxy)phenyl)-2-(4-fluorophenyl)-3-oxo-2,3-dihydropyridazine-4-carboxamide FC=1C=C(C=CC1OC1=C2C(=NC=C1)NN=C2N[C@H]2[C@H](CCC2)CO)NC(=O)C=2C(N(N=CC2)C2=CC=C(C=C2)F)=O